2-(λ2-azaneyl)ethan-1-ol [NH]CCO